methyl 3-[(cyclopropylmethyl) amino]-2-fluorobenzoate C1(CC1)CNC=1C(=C(C(=O)OC)C=CC1)F